O=C1NC(CCC1C1=CC(=C(C=C1)N1CCC(CC1)C1=CC=C(C=C1)C1=C2C=C(NC2=C(C=C1)F)C(=O)N(C)C)F)=O 4-(4-(1-(4-(2,6-dioxopiperidin-3-yl)-2-fluorophenyl)piperidin-4-yl)phenyl)-7-fluoro-N,N-dimethyl-1H-indole-2-carboxamide